((3-(1-Phenyl-1H-pyrazole-5-carboxamido)-5-(trifluoromethyl)phenyl)carbamoyl)(3-(pyridin-2-ylmethyl)-1,2,3-oxadiazol-3-ium-5-yl)amide C1(=CC=CC=C1)N1N=CC=C1C(=O)NC=1C=C(C=C(C1)C(F)(F)F)NC(=O)[N-]C1=C[N+](=NO1)CC1=NC=CC=C1